2-(5-tert-butyl-1H-3-pyrazolyl)pyridine C(C)(C)(C)C1=CC(=NN1)C1=NC=CC=C1